(3aR,4R,7S,7aS)-3a,4,7,7a-tetrahydro-1H-4,7-epoxyisoindole-1,3(2H)-dione C1(NC([C@H]2[C@H]3C=C[C@@H]([C@@H]12)O3)=O)=O